4,8-Dimercapto-methyl-1,11-dimercapto-3,6,9-trithiaundecane SC(SCC(S)C)CSCC(SCCS)S